5-hydroxymethyl-2,4-dihydro[1,2,4]triazole OCC=1NCNN1